N-(6-(cis-bicyclo[3.1.0]hexan-3-yloxy)-5-fluoropyridin-3-yl)-2-(3,3-diethylazetidin-1-yl)-5-(2,2,2-trifluoroethyl)oxazole-4-carboxamide C12CC(CC2C1)OC1=C(C=C(C=N1)NC(=O)C=1N=C(OC1CC(F)(F)F)N1CC(C1)(CC)CC)F